NC1=CC=C(C=C1)N1CCC(CC1)CN(C)CC1CCC(CC1)NC(OC(C)(C)C)=O tert-butyl N-[4-[[[1-(4-aminophenyl)-4-piperidyl]methyl-methyl-amino]methyl]cyclohexyl]carbamate